C(C1=CC=CC=C1)OC1=C(N2C(C3=CC(=CC=C13)Br)=NC=N2)C(=O)OC methyl 6-(benzyloxy)-9-bromo-[1,2,4]triazolo[5,1-a]isoquinoline-5-carboxylate